C(CC(C)C)[Ti](CCC(C)C)(CCC(C)C)CCC(C)C tetraisopentyl-titanium